C1(CCCCC1)C(=C)CCCC=C 2-cyclohexylhepta-1,6-dien